ClC=1C=CC(=C(CNC[C@H]2CNCC2)C1)OCCC (R)-N-(5-chloro-2-propoxybenzyl)-1-(pyrrolidin-3-yl)methanamine